C(C)(C)(C)OC(=O)N1CC2(C1)CC(C2)CN2C(C=C(C=C2)C(F)(F)F)=O.C2(=CC(=CC=C2)N2C(C=CC2=O)=O)N2C(C=CC2=O)=O N,N'-1,3-Phenylenebismaleimide tert-butyl-6-[[2-oxo-4-(trifluoromethyl)-1-pyridinyl]methyl]-2-azaspiro[3.3]heptane-2-carboxylate